C(C1=CC=CC=C1)N1CC(C(CC1)(C)O)F benzyl-3-fluoro-4-hydroxy-4-methylpiperidine